C(#N)CCN(CC(CC)(C)C)CC(CC)(C)C N-(2-cyanoethyl)-N,N-di(2,2-dimethylbut-1-yl)-amine